ClC=1C=NC=CC1CC(=O)C=1C=C(C#N)C=CC1 3-[(3-chloropyridin-4-yl)acetyl]benzonitrile